ClC1=NC=C(C(=C1)C1=C(C=NC(=C1)C)C(=O)NC=1SC(=NN1)CC)OC 2'-chloro-N-(5-ethyl-1,3,4-thiadiazol-2-yl)-5'-methoxy-6-methyl-(4,4'-bipyridine)-3-carboxamide